C(#N)[C@H](C[C@H]1C(NCC1)=O)NC([C@@H](NC(C(C)OC1CCCCC1)=O)CC(C)(C)C)=O N-{(1S)-1-cyano-2-[(3S)-2-oxopyrrolidin-3-yl]ethyl}-N2-[2-(cyclohexyloxy)propanoyl]-4-methyl-L-leucinamide